FC1=CC=C(CC(N)C)C=C1 L-p-fluoroamphetamine